N-(butylsulfonyl)-O-[4-(4-oxopyridyl)butyl]-L-tyrosine C(CCC)S(=O)(=O)N[C@@H](CC1=CC=C(C=C1)OCCCCC1=NC=CC(C1)=O)C(=O)O